C(C)C1(COC1)COCCCCCCC1=CC=C(C=C1)N(C1=CC=C(C=C1)C1=CC=C(C=C1)N(C1=CC=CC=C1)C1=CC=C(C=C1)CCCCCCOCC1(COC1)CC)C1=CC=CC=C1 N4,N4'-bis(4-(6-((3-ethyloxetan-3-yl)methoxy)hexyl)phenyl)-N4,N4'-diphenyl-[1,1'-biphenyl]-4,4'-diamine